5,6-dihydro-4H-pyridine-1-carboxylate N1(C=CCCC1)C(=O)[O-]